CN(C(CC1=CC=C(CN2N=CC(=C2)C(=O)OCC)C=C1)=O)C ethyl 1-(4-(2-(dimethylamino)-2-oxoethyl) benzyl)-1H-pyrazole-4-carboxylate